7-[(3R,5S)-3,5-dimethylpiperazin-1-yl]-2-(1-methyl-1H-indazol-5-yl)-4H-pyrido[1,2-a]pyrimidin-4-one C[C@@H]1CN(C[C@@H](N1)C)C=1C=CC=2N(C(C=C(N2)C=2C=C3C=NN(C3=CC2)C)=O)C1